N(=[N+]=[N-])C(C)(C)C1=C2C=C(N=CC2=C(C=C1)O[C@@H]1C[C@@H](C1)S(=O)(=O)C)Cl 5-(2-Azidopropan-2-yl)-3-chloro-8-(cis-3-(methylsulfonyl)cyclobutoxy)isoquinoline